CC1=C(C=C(C=C1)N1C(C=CC2=CN=C3C(=C12)C=C(C=C3)C=3C=NC(=CC3)C(F)(F)F)=O)NC(C=C)=O N-(2-Methyl-5-(2-oxo-9-(6-(trifluoromethyl)pyridin-3-yl)benzo[h][1,6]naphthyridin-1(2H)-yl)phenyl)acrylamide